ClC(C(=O)[O-])(O)C.O[Al+2].[Na+].ClC(C(=O)[O-])(O)C.ClC(C(=O)[O-])(O)C sodium hydroxyaluminum chlorolactate